N-(3-(2'-amino-7'-oxo-5'H-spiro[cyclopropane-1,8'-pyrido[4,3-d]pyrimidine]-6'(7'H)-yl)-4-methylphenyl)-3-(4-methylpiperazin-1-yl)-5-(trifluoromethyl)benzamide NC=1N=CC2=C(N1)C1(C(N(C2)C=2C=C(C=CC2C)NC(C2=CC(=CC(=C2)C(F)(F)F)N2CCN(CC2)C)=O)=O)CC1